1-benzyl-N-(1-methylcyclopropyl)pyrrolidin-3-amine C(C1=CC=CC=C1)N1CC(CC1)NC1(CC1)C